C1(CC1)OC1=NC=C(C=N1)C(=O)NC=1C(=NC=CC1C1=NC=CC=C1F)C1CCC(CC1)(F)F 2-cyclopropoxy-N-(2'-(4,4-difluorocyclohexyl)-3-fluoro-[2,4'-bipyridin]-3'-yl)pyrimidine-5-carboxamide